NCC1=C(C=CC=C1)N1N=C(C=C1)NC 1-(2-(aminomethyl)phenyl)-N-methyl-1H-pyrazol-3-amine